3'-(N'-methyl-anthraniloyl) 2'-deoxyguanosine-5'-triphosphate P(O)(=O)(OP(=O)(O)OP(=O)(O)O)OC[C@@H]1[C@](C[C@@H](O1)N1C=NC=2C(=O)NC(N)=NC12)(O)C(C=1C(NC)=CC=CC1)=O